8'-Methyl-7'-(2-(pyrrolidin-1-yl)ethoxy)-2',3'-dihydrospiro[cyclopropane-1,4'-pyrido[2,3-b][1,4,5]oxathiazepine]-1',1'-dioxide CC1=CC2=C(OC3(CNS2(=O)=O)CC3)N=C1OCCN1CCCC1